N-butyl-4-methylpentane-2-imine C(CCC)N=C(C)CC(C)C